(4-bromophenyl)-2,4-dioxobutanoic acid ethyl ester C(C)OC(C(C(C=O)C1=CC=C(C=C1)Br)=O)=O